C(#N)C1=CC(=NN1)C(=O)N[C@@H]1C(N(C2=C(OC1)C=CC=N2)C)=O (S)-5-cyano-N-(5-methyl-4-oxo-2,3,4,5-tetrahydropyrido[3,2-b][1,4]oxazepin-3-yl)-1H-pyrazole-3-carboxamide